N-((3,3-Difluorocyclobutyl)methyl)-2-((6-methoxy-2-(2-methoxyimidazo[2,1-b][1,3,4]thiadiazol-6-yl)pyrazolo[1,5-a]pyridin-4-yl)oxy)acetamide 1-NaphthaleneSulfonate C1(=CC=CC2=CC=CC=C12)S(=O)(=O)O.FC1(CC(C1)CNC(COC=1C=2N(C=C(C1)OC)N=C(C2)C=2N=C1SC(=NN1C2)OC)=O)F